methyl 5-[5-(2-{1-[(2-amino-5-bromo-4-fluorophenyl) amino]-3-azabicyclo[3.2.2]nonan-3-yl} ethoxy)-1-methylpyrazol-4-yl]-1-methyl-6-oxopyridine-3-carboxylate NC1=C(C=C(C(=C1)F)Br)NC12CN(CC(CC1)CC2)CCOC2=C(C=NN2C)C2=CC(=CN(C2=O)C)C(=O)OC